N[C@H]1CS(C2=C(N(C1=O)CC1=CC=C(C=C1)Cl)C=C(C=C2)C2=NN=C(O2)C2(CCN(CC2)C(=O)OCC(F)(F)F)C)(=O)=O 2,2,2-trifluoroethyl 4-[5-[(3R)-3-amino-5-[(4-chlorophenyl)methyl]-1,1,4-trioxo-2,3-dihydro-1lambda6,5-benzothiazepin-7-yl]-1,3,4-oxadiazol-2-yl]-4-methyl-piperidine-1-carboxylate